FC1=CC(=C2C(=N1)C(=CN2)C2=NC=CC=C2)[C@H]2OCCC2 5-fluoro-7-[(2S)-oxolan-2-yl]-3-(pyridin-2-yl)-1H-pyrrolo[3,2-b]pyridin